octanedisulfonate C(CCCCCCCS(=O)(=O)[O-])S(=O)(=O)[O-]